3,3'-oxybis(N-octadecenyl-pyridin-4-one) O(C1=CN(C=CC1=O)C=CCCCCCCCCCCCCCCCC)C1=CN(C=CC1=O)C=CCCCCCCCCCCCCCCCC